ClC1=CC(=C2C(=CNC2=C1Cl)C=1C=NN(C1)C(=O)OC(C)(C)C)NC(C=C)=O tert-Butyl 4-[6,7-dichloro-4-(prop-2-enoylamino)-1H-indol-3-yl]pyrazole-1-carboxylate